5-chloro-pyrrolo[1,2-b]pyridazine-7-carboxamide ClC=1C=C(N2N=CC=CC21)C(=O)N